FC=1C=C(C=CC1\C=C\C1=CC(=CC=C1)F)NC(C=C)=O (E)-N-(3-fluoro-4-(3-fluorostyryl)phenyl)acrylamide